2-((3-(4-(((2S,3R)-3-(benzyloxy)pyrrolidin-2-yl)methoxy)cyclohex-1-en-1-yl)-4-methylpyridin-2-yl)oxy)acetic acid C(C1=CC=CC=C1)O[C@H]1[C@@H](NCC1)COC1CC=C(CC1)C=1C(=NC=CC1C)OCC(=O)O